4-(6-chloroimidazo[1,2-b]pyridazine-8-yl)-1H-pyrazole-3-amine ClC=1C=C(C=2N(N1)C=CN2)C=2C(=NNC2)N